O[C@@H](C)C=1N(C=CN1)CC1=NOC(=C1)C1=CC=C(C=C1)C#CC=1C=CC(=NC1)CN1CNCC1=O (S)-3-((5-((4-(3-((2-(1-hydroxyethyl)-1H-imidazol-1-yl)methyl)isoxazol-5-yl)phenyl)ethynyl)pyridin-2-yl)methyl)imidazolidin-4-one